(2R,3R,4S,5S,6S)-2-bromo-6-(methoxycarbonyl)tetrahydro-2H-pyran-3,4,5-triacetate Br[C@H]1O[C@@H]([C@H]([C@@H]([C@H]1CC(=O)[O-])CC(=O)[O-])CC(=O)[O-])C(=O)OC